C1(=CC=CC=C1)C1NC(=NC1C1=CC=CC=C1)CC=1C=C(C=CC1)CN1C=NC(C1C1=CC=CC=C1)C1=CC=CC=C1 1-({m-[(4,5-Diphenyl-1-imidazolinyl)methyl]phenyl}methyl)-4,5-diphenylimidazoline